FC=1C=C(C=C(C1)F)C(N1C[C@@H](N(C[C@H]1C)C1=CC(N(C=2C=CC(=NC12)C#N)C)=O)C)C1=CC=CC=C1 8-[(2s,5r)-4-[(3,5-difluorophenyl)(phenyl)methyl]-2,5-dimethylpiperazin-1-yl]-5-methyl-6-oxo-5,6-dihydro-1,5-naphthyridine-2-carbonitrile